[Si](C)(C)(C(C)(C)C)OCCC1(SC(=CN1)C(=O)O)C1=CC2=C(S1)C(=CC(=C2)OC(C)C)C#N 2-(((tert-butyldimethylsilyl)oxy)ethyl)-2-(7-cyano-5-isopropoxy-benzo[b]thiophen-2-yl)thiazole-5-carboxylic acid